dimethylallyl vinyl ketone C(=C)C(=O)CC=C(C)C